5-cyclopropyl-1H-pyrazole-4-carboxylate C1(CC1)C1=C(C=NN1)C(=O)[O-]